2,4-dihydroxy-N,5-diisopropyl-N-(4-(morpholine-4-carbonyl)phenyl)benzamide OC1=C(C(=O)N(C2=CC=C(C=C2)C(=O)N2CCOCC2)C(C)C)C=C(C(=C1)O)C(C)C